COC(CC1=C(C=CC(=C1)F)[C@@H]1OCCCC1)=O (R)-2-(5-fluoro-2-(tetrahydro-2H-pyran-2-yl)phenyl)acetic acid methyl ester